2-((4-fluorobenzyl)oxy)-1-naphthalenal FC1=CC=C(COC2=C(C3=CC=CC=C3C=C2)C=O)C=C1